[N-](S(=O)(=O)C(F)(F)C(F)(F)F)S(=O)(=O)C(F)(F)C(F)(F)F.[Li+] lithium bis(pentafluoroethylsulfonyl)imide salt